1-(2-(2-(difluoromethoxy)-7-methylquinoxalin-5-yl)-6-hydroxybenzo[d]thiazol-4-yl)-2,2-dimethylpropan-1-one FC(OC1=NC2=CC(=CC(=C2N=C1)C=1SC2=C(N1)C(=CC(=C2)O)C(C(C)(C)C)=O)C)F